(R)-N-((1,2,3,5,6,7-hexahydro-s-indacen-4-yl)carbamoyl)-4-((methylamino)methyl)furan-2-sulfonimidamide C1CCC2=C(C=3CCCC3C=C12)NC(=O)N[S@](=O)(=N)C=1OC=C(C1)CNC